2-{4-[(ethylamino)methyl]phenyl}-2H-indazole-7-carboxamide C(C)NCC1=CC=C(C=C1)N1N=C2C(=CC=CC2=C1)C(=O)N